2-hydroxy-6-(((3R)-4-(2-(1-hydroxyethyl)nicotinoyl)-thiomorpholin-3-yl)-methoxy)benzaldehyde OC1=C(C=O)C(=CC=C1)OC[C@H]1N(CCSC1)C(C1=C(N=CC=C1)C(C)O)=O